4-(4-amino-1H-pyrazol-1-yl)-N-(2-chlorophenyl)-5-methyl-pyrimidin-2-amine NC=1C=NN(C1)C1=NC(=NC=C1C)NC1=C(C=CC=C1)Cl